C1=CC(=CC=C1C2=CC=C(C=C2)N)C3=CC=C(C=C3)N 4,4''-Diamino-p-terphenyl